3-((2,6-dimethylbenzyl)oxy)-4-trifluoromethylbenzoic acid CC1=C(COC=2C=C(C(=O)O)C=CC2C(F)(F)F)C(=CC=C1)C